FC1=C(C=C(C=C1)N(C(=O)C=1C=C(C2=C(N(C=N2)C=2C=CC(=NC2)NC(OC)=O)C1)C)C)OC methyl N-[5-[6-[(4-fluoro-3-methoxy-phenyl)-methyl-carbamoyl]-4-methyl-benzimidazol-1-yl]-2-pyridyl]carbamate